2-(4-cyclopropyl-6-methoxypyrimidin-5-yl)-8-(1-isopropyl-1H-pyrazol-3-yl)-9-(4-(1-isopropyl-4-(trifluoromethyl)-1H-imidazol-2-yl)benzyl)-9H-purine C1(CC1)C1=NC=NC(=C1C1=NC=C2N=C(N(C2=N1)CC1=CC=C(C=C1)C=1N(C=C(N1)C(F)(F)F)C(C)C)C1=NN(C=C1)C(C)C)OC